CC1(CC2=C(C=C3N2CCNC3=O)C1)C 7,7-dimethyl-3,4,7,8-tetrahydro-2H-cyclopenta[4,5]pyrrolo[1,2-a]pyrazine-1(6H)-one